1-Cyclopropyl-2-(2-methylsulfanyl-pyrimidin-4-yl)-ethanone C1(CC1)C(CC1=NC(=NC=C1)SC)=O